BrC=1C=C(C(=NC1)N)C=1OC(=NN1)C1=NC=CN=C1 5-bromo-3-(5-(pyrazin-2-yl)-1,3,4-oxadiazol-2-yl)pyridin-2-amine